FC=1C=C(C=CC1OC)/C=C/C(=O)C1=C(C(=C(C=C1OC)OCOC)CC=C(C)C)O (E)-3-(3-fluoro-4-methoxyphenyl)-1-(6-methoxy-2-hydroxy-4-methoxymethoxy-3-(3-methylbut-2-enyl)phenyl)prop-2-en-1-one